FC(C(OCC(=O)N1CC2CCC(C1)N2C2=NC=C(C#N)C=C2)C2=C1C=CC=NC1=CC=C2)F Racemic-6-(3-(2-(2,2-difluoro-1-(quinolin-5-yl)ethoxy)acetyl)-3,8-diazabicyclo[3.2.1]octan-8-yl)nicotinonitrile